C[C@@H](C(=O)N[C@@H](C)C(=O)O)N The molecule is a dipeptide consisting of two L-alanine units joined by a peptide linkage. It has a role as a Mycoplasma genitalium metabolite. It derives from a L-alanine.